COC(C1=C(C=CC(=C1)NC(=O)C1(CC1)C1=CC(=C(C=C1)F)F)C=1C=NC(=CC1)C(C)(F)F)=O.S1C(=CC=C1)C1=NC(=NC=C1)NC=1C=C2C=C(NC2=CC1)C=O (5-((4-(thiophen-2-yl)pyrimidin-2-yl)amino)-1H-indol-2-yl)methanone Methyl-2-[6-(1,1-difluoroethyl)pyridin-3-yl]-5-({[1-(3,4-difluorophenyl)cyclopropyl]carbonyl}amino)benzoate